glycerin sesquioleate C(CCCCCCC\C=C/CCCCCCCC)(=O)O.OCC(O)CO.C(CCCCCCC\C=C/CCCCCCCC)(=O)O.C(CCCCCCC\C=C/CCCCCCCC)(=O)O.OCC(O)CO